C1C[C@H](NC1)CNC2=CC=CC=C2 (S)-(+)-2-(anilinomethyl)pyrrolidine